C1=CC(=CC=2C34CC=CC=C3C(=CC12)NCC4)C#N 9,4b-(epiminoethano)-phenanthrene-3-carbonitrile